2-[6-(dimethylamino)-pyridazin-4-yl]tetrahydropyran-4-carboxamide CN(C1=CC(=CN=N1)C1OCCC(C1)C(=O)N)C